1H-indole-6-carboxylic Acid N1C=CC2=CC=C(C=C12)C(=O)O